C(C1=CC=CC=C1)(C1=CC=CC=C1)[C@H]1[C@@H]2N(C(C=3N1N=CC(C3O)=O)=O)CCC2 (9aR,10S)-10-benzhydryl-4-hydroxy-8,9,9a,10-tetrahydro-7H-pyrrolo[1',2':4,5]pyrazino[1,2-b]pyridazine-3,5-dione